tert-butyl 4-(4-(5-fluoroisoindoline-2-carboxamido) phenyl)piperidine-1-carboxylate FC=1C=C2CN(CC2=CC1)C(=O)NC1=CC=C(C=C1)C1CCN(CC1)C(=O)OC(C)(C)C